(R)-tert-butylmethyl((8-(pyridin-4-yl)chroman-4-yl)methyl)carbamate C(C)(C)(C)OC(N(C[C@@H]1CCOC2=C(C=CC=C12)C1=CC=NC=C1)C)=O